C1(=CC=CC=C1)CC(CC1=CC=CC=C1)=O 1,3-diphenylpropan-2-one